FC1(CNCC[C@H]1NC1=CC=CC(=N1)C1=CN=C2N1C=C(C(=C2)OC)C=2C=NN(C2)CC(C)(O)C)F (R)-1-(4-(3-(6-((3,3-difluoropiperidin-4-yl)-amino)pyridin-2-yl)-7-methoxyimidazo[1,2-a]-pyridin-6-yl)-1H-pyrazol-1-yl)-2-methyl-propan-2-ol